(6S)-9-fluoro-4,13-dioxa-2,11,17,21,22,25-hexaazapentacyclo[17.5.2.02,6.07,12.022,26]hexacosa-1(25),7(12),8,10,19(26),20,23-heptaene-3,18-dione FC1=CC=2[C@H]3COC(N3C=3C=CN4N=CC(C(NCCCOC2N=C1)=O)=C4N3)=O